methyl (1S,3R)-3-aminocyclohexane-1-carboxylate N[C@H]1C[C@H](CCC1)C(=O)OC